CC1([C@H]2CC3=C(C(=C(N=C3[C@@H]1C2)N2CC1(CN(C1)C(C=C)=O)CC2)C#N)C=2C=NC=CC2C)C (P)-(1R,9R)-10,10-dimethyl-6-(4-methyl-3-pyridinyl)-4-(2-(2-propenoyl)-2,6-diazaspiro[3.4]octan-6-yl)-3-azatricyclo[7.1.1.02,7]undeca-2,4,6-triene-5-carbonitrile